5-((1-((2-Chloropyridin-3-yl)methyl)azetidin-3-yl)oxy)-6-(4-fluorophenyl)isoindolin ClC1=NC=CC=C1CN1CC(C1)OC=1C=C2CNCC2=CC1C1=CC=C(C=C1)F